8-bromo-3-cyclopropyl-3,4-dihydro-1H-quinoxalin-2-one BrC=1C=CC=C2NC(C(NC12)=O)C1CC1